(3R,4R)-1-cyclohexyl-4-{[5-(2,4-difluoro-phenyl)-isoxazole-3-carbonyl]-amino}-piperidine-3-carboxylic acid (4-methyl-thiazol-2-ylmethyl)-amide CC=1N=C(SC1)CNC(=O)[C@@H]1CN(CC[C@H]1NC(=O)C1=NOC(=C1)C1=C(C=C(C=C1)F)F)C1CCCCC1